C1(CC1)NCC#N 2-(cyclopropyl)aminoacetonitrile